COC1=NSC=C1C1=CN=C(N1)C1N(CCCC1)C(C(C)SC)=O 1-(2-(5-(3-methoxyisothiazol-4-yl)-1H-imidazol-2-yl)piperidin-1-yl)-2-(methyl-thio)propan-1-one